COC(CCCCC#C)=O hept-6-ynoic acid methyl ester